2-chloro-1-(4-chloro-2-methoxyphenyl)ethane-1-one ClCC(=O)C1=C(C=C(C=C1)Cl)OC